FC(C(=O)O)(F)F.C1=C(C=CC2=CC=CC=C12)O naphthalen-2-ol trifluoroacetate